2-(1-ethyl)benzamide C(C)C1=C(C(=O)N)C=CC=C1